[N+](=O)([O-])C1=CC=C(COC2=CC(=C(C=CN3CCCC3)C=C2)[N+](=O)[O-])C=C1 1-(4-(4-nitrobenzyloxy)-2-nitrostyryl)pyrrolidine